C1(=CC=CC=C1)NC(OC=1C(=CC=C2C=C(C(NC12)=O)C(NC1CS(C=C1)(=O)=O)=O)C1CCC1)=O 7-cyclobutyl-3-((1,1-dioxido-2,3-dihydrothiophen-3-yl)carbamoyl)-2-oxo-1,2-dihydroquinolin-8-yl phenylcarbamate